undecan-3-yl 8-((3-aminopropyl)(6-((2-octyldecyl)oxy)-6-oxohexyl)amino)octanoate NCCCN(CCCCCCCC(=O)OC(CC)CCCCCCCC)CCCCCC(=O)OCC(CCCCCCCC)CCCCCCCC